C1(CCCCC1)[N-]P(=O)([NH-])[NH-] cyclohexyl-phosphoryl-triamide